N-(4-chlorophenyl)-7-methoxy-2-phenylquinoline-4-carboxamide ClC1=CC=C(C=C1)NC(=O)C1=CC(=NC2=CC(=CC=C12)OC)C1=CC=CC=C1